Cl.Cl.N1CC(C1)NC(C1=C(N=C(C=C1C)C(F)(F)F)C1=C2C(=NC=C1)C=C(S2)CN2C(C1C(C1C2=O)(C)C)=O)=O N-(azetidin-3-yl)-2-(2-((6,6-dimethyl-2,4-dioxo-3-azabicyclo[3.1.0]hexan-3-yl)methyl)thieno[3,2-b]pyridin-7-yl)-4-methyl-6-(trifluoromethyl)nicotinamide dihydrochloride